BrC=1C(=C2C(=NC1)N(C[C@]21C[C@@H]([C@H](C1)N1N=NC=C1)O)CC1=CC=C(C=C1)OC)Cl |r| (1RS,3SR,4SR)-5'-bromo-4'-chloro-1'-(4-methoxybenzyl)-4-(1H-1,2,3-triazol-1-yl)-1',2'-dihydrospiro[cyclopentane-1,3'-pyrrolo[2,3-b]pyridin]-3-ol